4-[6-(4-Cyanotetrahydropyran-4-yl)pyrazolo[1,5-a]pyridin-3-yl]-N-cyclopropyl-2-(difluoromethoxy)-6-methoxy-benzamide C(#N)C1(CCOCC1)C=1C=CC=2N(C1)N=CC2C2=CC(=C(C(=O)NC1CC1)C(=C2)OC)OC(F)F